C(C)(=O)N1C[C@@](CC1)(C)NC1=NN=CN1[C@H]1CCC2=C(C(=C(S2)NC(=O)C2CC2)C(=O)NCC2CC2)C1 |o1:5| (5S)-5-[3-[[(3S*)-1-acetyl-3-methyl-pyrrolidin-3-yl]amino]-1,2,4-triazol-4-yl]-2-(cyclopropanecarbonylamino)-N-(cyclopropylmethyl)-4,5,6,7-tetrahydrobenzothiophene-3-carboxamide